C(C)(C)(C)OC(=O)N[C@@H](C)C1=NN=NN1C(C(=O)O)CCCC 2-(5-((S)-1-((tert-butoxycarbonyl)amino)ethyl)-1H-tetrazol-1-yl)hexanoic acid